3-[[4-(2,6-dimethylphenyl)-6-[(2R)-4,4-dimethyl-2-[(5-tetrahydropyran-4-yl-2-pyridyl)methylamino]pentoxy]pyrimidin-2-yl]sulfamoyl]benzoic acid CC1=C(C(=CC=C1)C)C1=NC(=NC(=C1)OC[C@@H](CC(C)(C)C)NCC1=NC=C(C=C1)C1CCOCC1)NS(=O)(=O)C=1C=C(C(=O)O)C=CC1